(S)-5-(3-Isopropyl-5-((1-(tetrahydro-2H-pyran-4-yl)piperidin-3-yl)oxy)-1H-indol-2-yl)-1,3-dimethylpyridin-2(1H)-on C(C)(C)C1=C(NC2=CC=C(C=C12)O[C@@H]1CN(CCC1)C1CCOCC1)C=1C=C(C(N(C1)C)=O)C